2-[4-amino-4-(hydroxymethyl)piperidin-1-yl]-4,5-dichlorophenol NC1(CCN(CC1)C1=C(C=C(C(=C1)Cl)Cl)O)CO